C(C)OC(=O)C=1C(NN=C(C1)C1=NC=C(C=C1)C(F)(F)F)=O 3-oxo-6-[5-(trifluoromethyl)pyridin-2-yl]-2,3-dihydropyridazine-4-carboxylic acid ethyl ester